(S)-3-(4-Fluorophenyl)pyrrolidine, hydrochloride Cl.FC1=CC=C(C=C1)[C@H]1CNCC1